2-[4-(bromomethyl)phenyl]-4,4,5,5-tetramethyl-1,3,2-dioxa-borolane BrCC1=CC=C(C=C1)B1OC(C(O1)(C)C)(C)C